bromo-N2-(furan-2-ylmethyl)imidazo[2,1-f][1,2,4]triazine-2,4-diamine BrC=1N=C2C(=NC(=NN2C1)NCC=1OC=CC1)N